N-Benzyl-N-(2-(benzyloxy)-4-hydroxycyclopentyl)acetamide C(C1=CC=CC=C1)N(C(C)=O)C1C(CC(C1)O)OCC1=CC=CC=C1